chloro-4'-methyl-[2,3'-bipyridine]-6'-carbonitrile ClC=1C(=NC=CC1)C=1C=NC(=CC1C)C#N